O=S1(CCC(CC1)OC1=CC=C(C=N1)C1=C2CC[C@H](C2=C(C=C1)F)OC1=CC=C(C=C1)C(CC(=O)O)C#CC)=O 3-(4-(((R)-4-(6-((1,1-dioxotetrahydro-2H-thiopyran-4-yl)oxy)pyridin-3-yl)-7-fluoro-2,3-dihydro-1H-inden-1-yl)oxy)phenyl)hex-4-ynoic acid